ClC1=CC=C(C=C1)C1=C(C=CC=C1)CN1CC2(CN(C2)C(=O)C=2C=C3CN(C(C3=CC2)=O)C2C(NC(CC2)=O)=O)C1 3-(5-(6-((4'-chloro-[1,1'-biphenyl]-2-yl)methyl)-2,6-diazaspiro[3.3]heptane-2-carbonyl)-1-oxoisoindolin-2-yl)piperidine-2,6-dione